1-((3-((1H-pyrrolo[2,3-b]pyridin-4-yl)amino)-4-morpholinophenyl)ethynyl)cyclohexane-1-ol N1C=CC=2C1=NC=CC2NC=2C=C(C=CC2N2CCOCC2)C#CC2(CCCCC2)O